tert-butyl (2S,3R)-3-(benzoyloxy)-2-benzylpyrrolidine-1-carboxylate C(C1=CC=CC=C1)(=O)O[C@H]1[C@@H](N(CC1)C(=O)OC(C)(C)C)CC1=CC=CC=C1